imidazolecarboxylic acid chloride N1C(=NC=C1)C(=O)Cl